3,3'-di-(1,1,3,3-tetramethylbutyl)-5,5'-di-tert-butyl-6,6'-dimethyl-1,1'-biphenyl-2,2'-diol CC(CC(C)(C)C)(C)C1=C(C(=C(C(=C1)C(C)(C)C)C)C=1C(=C(C=C(C1C)C(C)(C)C)C(CC(C)(C)C)(C)C)O)O